2-[[1-(3-Hydroxy-3-methyl-butanoyl)-4-piperidyl]methylamino]-N-(3-methoxy-2,6-dimethyl-phenyl)thiazole-5-carboxamide OC(CC(=O)N1CCC(CC1)CNC=1SC(=CN1)C(=O)NC1=C(C(=CC=C1C)OC)C)(C)C